1-(tert-butyl)-1-methylpiperidinium C(C)(C)(C)[N+]1(CCCCC1)C